FC(C1=CN=CC(=N1)C=1C=CC(=NC1)CO)(F)F (5-(6-(Trifluoromethyl)pyrazin-2-yl)pyridin-2-yl)methanol